N-(6-methoxypyridazin-4-yl)quinoxaline-2-carboxamide 2-Methacryloyloxyethyl-(2,3,5-Triiodobenzoate) C(C(=C)C)(=O)OCCOC(C1=C(C(=CC(=C1)I)I)I)=O.COC1=CC(=CN=N1)NC(=O)C1=NC2=CC=CC=C2N=C1